ClC=1C(=NC=C(C1)C(F)(F)F)CCN 2-[3-chloro-5-(trifluoromethyl)pyridin-2-yl]ethylamine